Disodium 1-amino-4-[[4-[(2-bromo-1-oxoallyl)amino]-2-sulphonatophenyl]amino]-9,10-dihydro-9,10-dioxoanthracene-2-sulphonate NC1=C(C=C(C=2C(C3=CC=CC=C3C(C12)=O)=O)NC1=C(C=C(C=C1)NC(C(=C)Br)=O)S(=O)(=O)[O-])S(=O)(=O)[O-].[Na+].[Na+]